CC(CC(=O)C1=C(C(=C(OCC=2N=CC(=NC2)C2=CC=C(S2)C(=O)O)C=C1)C)O)(C)C 5-(5-((4-(3,3-Dimethylbutanoyl)-3-hydroxy-2-methylphenoxy)methyl)pyrazin-2-yl)thiophene-2-carboxylic acid